6-((4,6-dimethyl-2-oxo-1,2-dihydropyridin-3-yl)methyl)-2-(4-(dimethylamino)bicyclo[2.2.2]oct-1-yl)-9-ethynyl-2,4-dimethyl-7,8-dihydro-[1,3]dioxolo[4,5-g]isoquinolin-5(6H)-one CC1=C(C(NC(=C1)C)=O)CN1C(C=2C(=C3C(=C(C2CC1)C#C)OC(O3)(C)C31CCC(CC3)(CC1)N(C)C)C)=O